ClC1=C(C=C2C=C(N=CC2=C1)NC(=O)[C@@H]1CC12CCOCC2)C2CCN(CC2)[C@H]2COC[C@H]2OC (R)-N-(7-chloro-6-(1-((3S,4S)-4-methoxytetrahydrofuran-3-yl)piperidin-4-yl)isoquinolin-3-yl)-6-oxaspiro[2.5]octane-1-carboxamide